(E)-5-(2-(4,4-Difluorocyclohexyl)vinyl)-2,3-dihydrobenzo-furan-7-amine FC1(CCC(CC1)/C=C/C=1C=C(C2=C(CCO2)C1)N)F